(3E)-3-[2-(dimethylamino)ethylidene]pyrrolidin-2-one CN(C\C=C/1\C(NCC1)=O)C